8-[tert-butyl-(diphenyl)silyl]oxy-4H-1,4-benzoxazin-3-one C(C)(C)(C)[Si](OC1=CC=CC=2NC(COC21)=O)(C2=CC=CC=C2)C2=CC=CC=C2